N1=CC=CC=2CCCC(C12)=NNC(C1=CN=CC=C1)=O (6,7-dihydroquinolin-8(5H)-ylidene)nicotinohydrazide